tert-butyl (3S,5S)-4-(5-amino-6-((8-fluoronaphthalen-1-yl)carbamoyl)-2-(((S)-1-methylpyrrolidin-2-yl)methoxy)pyrimidin-4-yl)-3,5-dimethylpiperazine-1-carboxylate NC=1C(=NC(=NC1C(NC1=CC=CC2=CC=CC(=C12)F)=O)OC[C@H]1N(CCC1)C)N1[C@H](CN(C[C@@H]1C)C(=O)OC(C)(C)C)C